(3-{4-[(1E)-3-(dimethylamino)prop-1-en-1-yl]-2-fluorophenoxy}propyl)-2-acetamido-1,3-thiazole-4-carboxylic acid ethyl ester C(C)OC(=O)C=1N=C(SC1CCCOC1=C(C=C(C=C1)\C=C\CN(C)C)F)NC(C)=O